CN(C)C(=O)C1CC1 N,N-dimethylcyclopropanecarboxamide